2-(1-benzyl-6-nitro-2-oxo-1,2,3,4-tetrahydroquinolin-3-yl)acetonitrile C(C1=CC=CC=C1)N1C(C(CC2=CC(=CC=C12)[N+](=O)[O-])CC#N)=O